N-(5-(3-chlorophenyl)-1,3,4-oxadiazol-2-yl)-3-nitro-4-(trifluoromethoxy)benzamide ClC=1C=C(C=CC1)C1=NN=C(O1)NC(C1=CC(=C(C=C1)OC(F)(F)F)[N+](=O)[O-])=O